2-[[4-[[(3,4-dimethoxyphenyl)methyl]amino]-6-(1-piperazinyl)-2-pyrimidinyl]amino]-4-methyl-5-thiazolecarboxylic acid ethyl ester trifluoroacetate FC(C(=O)O)(F)F.C(C)OC(=O)C1=C(N=C(S1)NC1=NC(=CC(=N1)NCC1=CC(=C(C=C1)OC)OC)N1CCNCC1)C